C(C)(C)(C)C(C(=O)[O-])(C(=O)[O-])CCCC.[Mg+2] magnesium 2-(tert-butyl)-2-butylmalonate